C1(=CC=CC1)CCN 2-(cyclopenta-1,3-dien-1-yl)ethan-1-amine